5-(1-methyl-4-(trifluoromethyl)-1H-imidazol-2-yl)pyrazine-2-carbaldehyde CN1C(=NC(=C1)C(F)(F)F)C=1N=CC(=NC1)C=O